2,4,5,6-tetra-9H-carbazol-9-yl-isophthalonitrile C1=CC=CC=2C3=CC=CC=C3N(C12)C1=C(C#N)C(=C(C(=C1C#N)N1C2=CC=CC=C2C=2C=CC=CC12)N1C2=CC=CC=C2C=2C=CC=CC12)N1C2=CC=CC=C2C=2C=CC=CC12